(4-methoxybenzyl)imidazoline-2,4-dione COC1=CC=C(CN2C(NC(C2)=O)=O)C=C1